2-chloro-N-((3S,4S)-1-(5-(3-cyano-6-ethoxypyrazolo[1,5-a]pyridin-4-yl)pyridin-2-yl)-3-hydroxypiperidin-4-yl)-6-fluorobenzamide ClC1=C(C(=O)N[C@@H]2[C@H](CN(CC2)C2=NC=C(C=C2)C=2C=3N(C=C(C2)OCC)N=CC3C#N)O)C(=CC=C1)F